C(C)(C)(C)OC(=O)N1C(N(C2=C1C=CC=C2)C2=NC=C(N=C2)C(=O)OC)=O 3-(5-(methoxycarbonyl)pyrazin-2-yl)-2-oxo-2,3-dihydro-1H-benzo[d]imidazole-1-carboxylic acid tert-butyl ester